N-(1-(2-(1-(3-chloro-4-(2-chloroethoxy)-5-cyanophenyl)-1H-indol-5-yl)ethyl)azetidin-3-yl)methanesulfonamide ClC=1C=C(C=C(C1OCCCl)C#N)N1C=CC2=CC(=CC=C12)CCN1CC(C1)NS(=O)(=O)C